COC=1C=C2C(=NC=NC2=CC1OCCCN1CCN(CC1)C)C1=CC=C(C=C1)NC(=O)N1C=NC=C1 N-(4-(6-methoxy-7-(3-(4-methylpiperazin-1-yl)propoxy)quinazolin-4-yl)phenyl)-1H-imidazole-1-carboxamide